8-[3-(5-bromo-pyrimidin-2-yloxy)-phenyl]-6-chloro-1-methyl-9H-pyrido[3,4-b]indole BrC=1C=NC(=NC1)OC=1C=C(C=CC1)C=1C=C(C=C2C3=C(NC12)C(=NC=C3)C)Cl